(S)-3-methyl-4-(4-(4,4,5,5-tetramethyl-1,3,2-dioxaborolan-2-yl)phenyl)morpholine C[C@@H]1N(CCOC1)C1=CC=C(C=C1)B1OC(C(O1)(C)C)(C)C